Trans-N-[4-[5-[2-(ethylsulfamoyl)-4-isopentyloxy-phenyl]thiazol-2-yl]cyclohexyl]carbamic acid isopropyl ester C(C)(C)OC(N[C@@H]1CC[C@H](CC1)C=1SC(=CN1)C1=C(C=C(C=C1)OCCC(C)C)S(NCC)(=O)=O)=O